3-(2-((R)-2-hydroxy-2-((S)-1,2,3,4-tetrahydroisoquinolin-3-yl)ethyl)-4,4-dimethyl-1-oxo-1,2,3,4-tetrahydroisoquinoline-6-carbonyl)-3-azaspiro[5.5]undecan-9-one hydrochloride Cl.O[C@H](CN1C(C2=CC=C(C=C2C(C1)(C)C)C(=O)N1CCC2(CC1)CCC(CC2)=O)=O)[C@H]2NCC1=CC=CC=C1C2